(S)-N-(4-AMINO-3,4-DIOXO-1-PHENYLBUTAN-2-YL)-1-PHENYL-1H-IMIDAZOLE-5-CARBOXAMIDE NC(C([C@H](CC1=CC=CC=C1)NC(=O)C1=CN=CN1C1=CC=CC=C1)=O)=O